COC1=C(CN(S(=O)(=O)C2=NC=CC(=C2)NC(=O)C=2C(=NC=3CCCC(C3C2)C)N2CC(C(CC2)(F)F)C)CC2=C(C=C(C=C2)OC)OC)C=CC(=C1)OC N-(2-(N,N-bis(2,4-dimethoxybenzyl)sulfamoyl)pyridin-4-yl)-2-(4,4-difluoro-3-methylpiperidin-1-yl)-5-methyl-5,6,7,8-tetrahydroquinoline-3-carboxamide